C(#N)C1=CC=C(C=C1)N1N=C(C=C1C1=CC=C(C=C1)C)N(C(=O)OC(C)(C)C)CC1[C@@H]2CN(C[C@H]12)C(=O)OC(C)(C)C tert-butyl (1S,5R)-6-[[[1-(4-cyanophenyl)-5-(4-methylphenyl)pyrazol-3-yl]-[(2-methylpropan-2-yl)oxycarbonyl]amino]methyl]-3-azabicyclo[3.1.0]hexane-3-carboxylate